CC=1N(C=CN1)C1=NC=CC(=N1)N1CCC(CC1)C(=O)N1OCC[C@H]1C1=NC=CN=C1 (S)-(1-(2-(2-methyl-1H-imidazol-1-yl)pyrimidin-4-yl)piperidin-4-yl)(3-(pyrazin-2-yl)isoxazolidin-2-yl)methanone